OCCN1C(=CN2C1=NC(=C(C2=O)C=2C=NN(C2)CCC(F)(F)F)C(F)(F)F)C 1-(2-hydroxyethyl)-2-methyl-7-(trifluoromethyl)-6-[1-(3,3,3-trifluoropropyl)-1H-pyrazol-4-yl]-1H,5H-imidazo[1,2-a]pyrimidin-5-one